ClC=1C=CC(=C(C(=O)OC)C1)NC(=O)N(C)CC1CCC(CC1)(F)F methyl 5-chloro-2-(3-((4,4-difluorocyclohexyl)methyl)-3-methylureido)benzoate